C(#N)C=1C2=C(SC1C1=C(C=NN1C)C1=CC=C3C(NN=C(C3=C1)C1N(CC1)C(=O)[O-])=O)C=CC=C2 2-(7-(5-(3-cyanobenzo[b]thiophen-2-yl)-1-methyl-1H-pyrazol-4-yl)-4-oxo-3,4-dihydrophthalazin-1-yl)azetidine-1-carboxylate